N-((1-cyanocyclopropyl)methyl)-4-(5-methyl-2-((1-(1-(methylsulfonyl)piperidin-4-yl)-1H-pyrazol-4-yl)amino)pyrimidin-4-yl)benzamide C(#N)C1(CC1)CNC(C1=CC=C(C=C1)C1=NC(=NC=C1C)NC=1C=NN(C1)C1CCN(CC1)S(=O)(=O)C)=O